OC1=CC=C(C=C1)C(C)(C)C1=C(C(=C(C=C1)O)O)O 2-(4-hydroxyphenyl)-2-(2',3',4'-trihydroxyphenyl)propane